tert-butyl 4-(4-chloropyrimidin-2-yl)piperazine-1-carboxylate ClC1=NC(=NC=C1)N1CCN(CC1)C(=O)OC(C)(C)C